FC1=C(C=CC=C1)C(C=CC1=CC=C(C=C1)O)=O 1-(2-Fluorophenyl)-3-(4-hydroxyphenyl)prop-2-en-1-one